CN1CCN(CC(C1)(N(C)CC1=NC=CC=C1)C)C 1,4,6-trimethyl-6-[N-(pyridin-2-ylmethyl)-N-methylamino]-1,4-diazepane